[Cl-].OC(C[NH+](C)C)C 2-hydroxypropyl-Dimethylammonium chloride